3-(difluoromethoxy)-5-(trifluoromethyl)benzoic acid FC(OC=1C=C(C(=O)O)C=C(C1)C(F)(F)F)F